Cl.N[C@@H]1CN(CC[C@@H]1F)C1=NC2=C(N1CC1=NC=C(C#N)C=C1)C=CC(=C2)OC 6-((2-((3R,4S)-3-amino-4-fluoropiperidin-1-yl)-5-methoxy-1H-benzo[d]imidazol-1-yl)methyl)nicotinonitrile hydrochloride